7-((4-(2-methyl-6-(methylcarbamoyl)pyridin-3-yl)piperazin-1-yl)methyl)isothiazolo[3,4-c]quinolin-4(5H)-one CC1=NC(=CC=C1N1CCN(CC1)CC=1C=CC=2C=3C(C(NC2C1)=O)=NSC3)C(NC)=O